C(C=C)(=O)N1[C@H](CN(CC1)C1=CC(=NC=2CN(CCC12)C1=CC=CC2=CC=CC(=C12)C)C(=O)N[C@@]1(CNCCC1)C)CC#N 4-((S)-4-acryloyl-3-(cyanomethyl)piperazin-1-yl)-7-(8-methylnaphthalen-1-yl)-N-((S)-3-methylpiperidin-3-yl)-5,6,7,8-tetrahydro-1,7-naphthyridine-2-carboxamide